2-(2-ethoxy-3-pyridinyl)-5-isopropyl-7-methyl-N-[(5-methyl-1,3,4-oxadiazol-2-yl)methyl]imidazo[1,5-b]pyridazin-4-amine C(C)OC1=NC=CC=C1C=1C=C(C=2N(N1)C(=NC2C(C)C)C)NCC=2OC(=NN2)C